1,4-DIAMINO-BENZENE NC1=CC=C(C=C1)N